CC1(COC=2C1=NC(=CC2CNC2(CCC2)C)C(=O)NC2=CC(=CC=C2)C2(CC(C2)CC#N)C2=NN=CN2C)C 3,3-dimethyl-7-{[(1-methylcyclobutyl)amino]methyl}-N-{3-[(1s,3s)-3-(cyanomethyl)-1-(4-methyl-1,2,4-triazol-3-yl)cyclobutyl]phenyl}-2H-furo[3,2-b]pyridine-5-carboxamide